dimethylmonomethoxysilane C[SiH](OC)C